Di-methoxydiethyl-silan CO[Si](CC)(CC)OC